(2s,4s)-1-acryl-5-allyl-4-methylpyrrolidine-2-carboxylic acid methyl ester COC(=O)[C@H]1N(C([C@H](C1)C)CC=C)C(=O)C=C